C(C)(C)(C1=CC(=C(C(=C1)C)O)C)C1=CC(=C(C(=C1)C)O)C 4,4'-isopropylidenebis(2,6-dimethyl-phenol)